N-methyl-1-[4-(trifluoromethoxy)phenyl]methanamine CNCC1=CC=C(C=C1)OC(F)(F)F